FC=1C(=NC=CC1)CN1CC(CC1)CNC(=O)C1CCN(CC1)C1=NC(=NO1)C1=CC=C(C=C1)OC N-((1-((3-fluoropyridin-2-yl)methyl)pyrrolidin-3-yl)methyl)-1-(3-(4-methoxyphenyl)-1,2,4-oxadiazol-5-yl)piperidine-4-carboxamide